1-dodecylaza-cycloheptan-2-one C(CCCCCCCCCCC)N1C(CCCCC1)=O